(bromomethyl)-2-methyl-4-nitro-2H-indazole BrCC=1N(N=C2C=CC=C(C12)[N+](=O)[O-])C